2-[3-(1,3-benzothiazol-2-ylamino)-4-methyl-6,7-dihydro-5H-pyrido[2,3-c]pyridazin-8-yl]5-[3-[5-[3-(dimethylamino)prop-1-ynyl]-2-fluoro-phenoxy]propyl]thiazole-4-carboxylic acid S1C(=NC2=C1C=CC=C2)NC2=C(C1=C(N=N2)N(CCC1)C=1SC(=C(N1)C(=O)O)CCCOC1=C(C=CC(=C1)C#CCN(C)C)F)C